CC1=C(C=CC=C1)C1=CC=CC=C1 methyl-[1,1'-biphenyl]